FC1=C(C=C(C=C1)O)B(O)O 2-FLUORO-5-HYDROXYPHENYLBORONIC ACID